6,7-dichloro-quinoline-5,8-dione ClC=1C(C=2C=CC=NC2C(C1Cl)=O)=O